C(C1CO1)OCCC[Si](OC(=C)C)(OC(=C)C)C glycidoxypropylmethyldiisopropenyloxysilane